C(C)(=O)C=1C=C(C=C2C(N(C(=NC12)N1CCOCC1)C1CC1)=O)C 8-acetyl-3-cyclopropyl-6-methyl-2-morpholino-quinazolin-4-one